COC=1C2=C(C=3C(NN(C3C1)C1=CC=CC=C1)=O)C=CC=C2 5-Methoxy-3-phenyl-2,3-dihydro-1H-benzo[e]indazol-1-on